1-methyl-3-(trifluoromethyl)-1H-pyrazolo[3,4-b]pyridin-5-ol CN1N=C(C=2C1=NC=C(C2)O)C(F)(F)F